5-({4-[(2-cyanophenoxy)methyl]-2-thienyl}carbonyl)pyrimidin C(#N)C1=C(OCC=2C=C(SC2)C(=O)C=2C=NC=NC2)C=CC=C1